(2R,3R,4S,5S)-2-(Acetoxymethyl)-5-(2,4-dioxo-1-(pyrrolidin-3-yl)-1,2,3,4-tetrahydropyrimidin-5-yl)tetrahydrofuran-3,4-diacetic acid C(C)(=O)OC[C@@H]1O[C@@H]([C@H]([C@H]1CC(=O)O)CC(=O)O)C=1C(NC(N(C1)C1CNCC1)=O)=O